(1R,3S)-3-(3-((1,1-dioxidothiochroman-7-yl)amino)-1H-pyrazol-5-yl)cyclopentyl isopropylcarbamate C(C)(C)NC(O[C@H]1C[C@H](CC1)C1=CC(=NN1)NC1=CC=C2CCCS(C2=C1)(=O)=O)=O